N-(4-(4-amino-5-(4-((5-(difluoromethyl)pyrimidin-2-yl)oxy)-3-methoxyphenyl)-7-methyl-7H-pyrrolo[2,3-d]pyrimidin-6-yl)phenyl)acrylamide NC=1C2=C(N=CN1)N(C(=C2C2=CC(=C(C=C2)OC2=NC=C(C=N2)C(F)F)OC)C2=CC=C(C=C2)NC(C=C)=O)C